tert-butyl 2-[(3-aminocyclobutane-carbonyl)amino]-4-methyl-thiazole-5-carboxylate NC1CC(C1)C(=O)NC=1SC(=C(N1)C)C(=O)OC(C)(C)C